C(C1=CC=CC=C1)OCC(=O)O[C@@H]1[C@@H]([C@@H]2CC[C@H]3[C@H]4[C@](CC[C@@H]3[C@]2(CC1)C)([C@H](CC4)[C@H](C)CCCC(C)(C)O)C)O (1R,3aS,3bS,5aR,6R,7S,9aR,9bS,11aR)-6-Hydroxy-1-[(2R)-6-hydroxy-6-methylheptan-2-yl]-9a,11a-dimethylhexadecahydro-1H-cyclopenta[1,2-i]phenanthren-7-yl (benzyloxy)acetate